ClC=1C(=NC(=NC1)NC=1C=C2CN(CC2=CC1)C(C(F)(F)F)=O)NC1=C(C=CC=C1)P(=O)(C)C 1-(5-((5-Chloro-4-((2-(dimethylphosphoryl)phenyl)amino)pyrimidin-2-yl)amino)isoindolin-2-yl)-2,2,2-trifluoroethan-1-one